2-chloro-2-methylpropane-d9 [2H]C([2H])([2H])C(C([2H])([2H])[2H])(C([2H])([2H])[2H])Cl